tert-butyl ((S)-(((R)-1-(4-amino-2-(ethoxymethyl)-1H-imidazo[4,5-c]quinolin-1-yl) propan-2-yl) oxy) (4-chlorophenoxy) phosphoryl)-L-alaninate NC1=NC=2C=CC=CC2C2=C1N=C(N2C[C@@H](C)O[P@](=O)(OC2=CC=C(C=C2)Cl)N[C@@H](C)C(=O)OC(C)(C)C)COCC